The molecule is a 2-aminoicosane-1,3-diol having (2S,3R)-configuration. It has a role as a mouse metabolite. It is a conjugate base of a C20 sphinganine(1+). CCCCCCCCCCCCCCCCC[C@H]([C@H](CO)N)O